(R)-5-chloro-7-(2,4-difluorophenyl)-2-(3-methoxypyrrolidin-1-yl)thiazolo[4,5-d]pyrimidine ClC=1N=C(C2=C(N1)N=C(S2)N2C[C@@H](CC2)OC)C2=C(C=C(C=C2)F)F